C1(CC1)CN1CCN(CC1)C=1C(N(C=C2C1N=C(N=C2N[C@H](C)C2=C(C(=CC=C2)C(F)F)F)C)C2(CC2)CF)=O (R)-8-(4-(cyclopropylmethyl)piperazin-1-yl)-4-((1-(3-(difluoromethyl)-2-fluorophenyl)ethyl)amino)-6-(1-(fluoromethyl)cyclopropyl)-2-methylpyrido[4,3-d]pyrimidine-7(6H)-one